(E)-N-(5-chloro-2-cyanopyridin-3-yl)-3-(3-methyl-1H-indazol-6-yl)acrylamide ClC=1C=C(C(=NC1)C#N)NC(\C=C\C1=CC=C2C(=NNC2=C1)C)=O